(R)-2-(N-(tetrahydro-2H-pyran-4-yl)-trifluoroacetamido)-4-(ethyl-(2-(3-acetoxypyrrolidin-1-yl)ethyl)amino)benzoyl chloride O1CCC(CC1)N(C(C(F)(F)F)=O)C1=C(C(=O)Cl)C=CC(=C1)N(CCN1C[C@@H](CC1)OC(C)=O)CC